(2S,5R)-2-methyl-5-(prop-1-en-2-yl)cyclohexanone C[C@@H]1C(C[C@@H](CC1)C(=C)C)=O